N,2-dimethoxy-N,2-dimethylpropionamide CON(C(C(C)(C)OC)=O)C